2'-(Methylthio)-3,4,5',8'-tetrahydro-2H,6'H-spiro[naphthalene-1,7'-quinazolin]-4'-yl trifluoromethanesulfonate FC(S(=O)(=O)OC1=NC(=NC=2CC3(CCC12)CCCC1=CC=CC=C13)SC)(F)F